C(C)(C)(C)OC(=O)N1C[C@H]2N(C3=C(OC2)C=C(C=N3)[N+](=O)[O-])CC1 |r| (+-)-3-nitro-6a,7,9,10-tetrahydropyrazino[1,2-d]pyrido[3,2-b][1,4]oxazine-8(6H)-carboxylic acid tert-butyl ester